2-{[(tert-butoxy)carbonyl]amino}hex-5-enoic acid methyl ester COC(C(CCC=C)NC(=O)OC(C)(C)C)=O